N-(4-methoxyphenyl)thiazol-2-amine COC1=CC=C(C=C1)NC=1SC=CN1